C(C)(=O)NC=1SC2=C(N1)C=CC(=C2)C=2C=C1C(=NC(=NC1=CC2)C)C(=O)N[C@@H](C)C2=CC=C(C=C2)F (S)-6-(2-acetamidobenzo[d]thiazol-6-yl)-N-(1-(4-fluorophenyl)ethyl)-2-methylquinazolin-4-carboxamide